C[C@@H]1N(CCN(C1)C=1C=NN2C1C=CC(=C2)C=2C=NN(C2)C)C(=O)[O-] (S)-2-methyl-4-(6-(1-methyl-1H-pyrazol-4-yl)pyrazolo[1,5-a]pyridin-3-yl)piperazine-1-carboxylate